C1(=CC(=CC=C1)[Si](C)(C)C(CO)C1=C(C=CC=C1)Cl)[Si](C)(C)C(CO)C1=C(C=CC=C1)Cl 2,2'-(1,3-Phenylenebis(dimethylsilanediyl))bis(2-(2-chlorophenyl)ethan-1-ol)